NC(C(CC(=O)OC)(C)C)=O methyl 4-amino-3,3-dimethyl-4-oxobutanoate